C(C)(C)(C)C1=CC=CC=2C(C(COC21)CC(F)F)=O 8-tert-butyl-3-(2,2-difluoroethyl)-2,3-dihydrobenzopyran-4-one